4-[[6-methyl-4-[2-[(6-methylpyrazin-2-yl)amino]imidazo[1,2-a]pyrazin-6-yl]-3-pyridyl]oxy]cyclohexanol CC1=CC(=C(C=N1)OC1CCC(CC1)O)C=1N=CC=2N(C1)C=C(N2)NC2=NC(=CN=C2)C